3,5-bis(benzyloxy)-4-methyl-picolinenitrile C(C1=CC=CC=C1)OC=1C(=NC=C(C1C)OCC1=CC=CC=C1)C#N